COC1=C(C=CC=C1OC)C1(CCN(CC1)CCCCCC1=C2CN(C(C2=CC=C1)=O)C1C(NC(CC1)=O)=O)C#N 4-(2,3-dimethoxyphenyl)-1-(5-(2-(2,6-dioxopiperidin-3-yl)-1-oxoisoindoline-4-yl)pentyl)piperidine-4-carbonitrile